3-[1-methyl-6-[(3S,4S)-3-methyl-4-(methylamino)-1-piperidyl]indazol-3-yl]piperidine-2,6-dione hydrochloride Cl.CN1N=C(C2=CC=C(C=C12)N1C[C@@H]([C@H](CC1)NC)C)C1C(NC(CC1)=O)=O